2-(4-fluorobenzyl)-6-styrylpyridazin-3(2H)-oneOne FC1=CC=C(CN2N=C(C(CC2=O)=O)C=CC2=CC=CC=C2)C=C1